C(C)N(C1=C(C(=NC=N1)NC[C@]1([C@@H](CNCC1)O)O)F)CC1CCC(CC1)C(F)(F)F |r| (3RS,4RS)-4-(((6-(Ethyl(((1r,4R)-4-(trifluoromethyl)cyclohexyl)methyl)-amino)-5-fluoropyrimidin-4-yl)amino)methyl)piperidine-3,4-diol